FC=1C=C(COC2=CC=C(C=C2)C=2C=C(C(NC2C(F)(F)F)=O)C(=O)N)C=CC1F 5-(4-((3,4-Difluorobenzyl)oxy)phenyl)-2-oxo-6-(trifluoromethyl)-1,2-dihydropyridine-3-carboxamide